C1(=CC=CC=C1)P([C-]1C(=CC=C1)[C@H](C1=C(C=CC=C1)P(C1=CC=CC=C1)C1=CC=CC=C1)N(C)C)C1=CC=CC=C1.[CH-]1C=CC=C1.[Fe+2] (R)-1-diphenylphosphino-2-[(R)-(N,N-dimethylamino)[2-(diphenylphosphino)phenyl]methyl]ferrocene